FC1CN(CCC1NC)C1=CC=CC=2N(C(N(C21)C)=O)N2C(CCCC2=O)=O [4-[3-fluoro-4-(methylamino)-1-piperidinyl]-3-methyl-2-oxo-benzoimidazol-1-yl]piperidine-2,6-dione